N-(4-(5-(difluoromethyl)-1,3,4-oxadiazol-2-yl)-2-fluorobenzyl)-N-phenylpropane-1-sulfonamide FC(C1=NN=C(O1)C1=CC(=C(CN(S(=O)(=O)CCC)C2=CC=CC=C2)C=C1)F)F